NC/C(/CN1N=CN(C1=O)C1=NC(=CC=C1)Br)=C\F 2-[(2E)-2-(aminomethyl)-3-fluoroprop-2-en-1-yl]-4-(6-bromopyridin-2-yl)-2,4-dihydro-3H-1,2,4-triazol-3-one